BrC=1C2(C3=CC=CC=C3C1)CC(CCC2)=O bromospiro[cyclohexane-1,1'-indene]-3-one